tert-butyl N-[(3R)-7-(5-tert-butyl-1,2,4-triazin-3-yl)-8-fluoro-5-[(4-isopropoxyphenyl)methyl]-1,1,4-trioxo-2,3-dihydro-1λ6,5-benzothiazepin-3-yl]carbamate C(C)(C)(C)C=1N=C(N=NC1)C=1C(=CC2=C(N(C([C@H](CS2(=O)=O)NC(OC(C)(C)C)=O)=O)CC2=CC=C(C=C2)OC(C)C)C1)F